FC=1C=CC(=C(C1)C1=C(C=CC=C1)C(F)(F)F)OC=1C(=NC=NC1)N1CC2(CCN(C2)CC2=CC3=C(NC(N3)=O)C=C2)CC1 5-((7-(5-((5-fluoro-2'-(trifluoromethyl)-[1,1'-biphenyl]-2-yl)oxy)pyrimidin-4-yl)-2,7-diazaspiro[4.4]nonan-2-yl)methyl)-1H-benzo[d]imidazol-2(3H)-one